O=C1NC(CCC1N1C(C2=CC=C(C=C2C1=O)N1CCC(CC1)CC=O)=O)=O 2-(1-(2-(2,6-dioxopiperidin-3-yl)-1,3-dioxoisoindol-5-yl)piperidin-4-yl)acetaldehyde